CC1=C([C@H]([C@H]2[C@@H](C1)OC(=O)C2=C)O)[C@H](C)CCCOC(=O)C The molecule is a sesquiterpene lactone that is (3aS,4R,7aR)-3a,4,7,7a-tetrahydro-1-benzofuran-2(3H)-one with a methylidene at position C-3, a hydroxy at C-4, a methyl at C-6, and a (2S)-5-(acetyloxy)pentan-2-yl group at position C-5. A natural product found in Inula britannica var chinensis and Inula japonica. It has a role as a metabolite and an EC 1.14.13.39 (nitric oxide synthase) inhibitor. It is a sesquiterpene lactone, an acetate ester and an organic heterobicyclic compound.